6-(Oxetan-3-yloxy)-5-(trifluoromethyl)nicotinic acid O1CC(C1)OC1=NC=C(C(=O)O)C=C1C(F)(F)F